di(tri-n-butyl-phosphine) nickel (0) [Ni].C(CCC)P(CCCC)CCCC.C(CCC)P(CCCC)CCCC